(N,N'-bis(2,3-dihydroxypropyl)amino)pyrazine-2,5-dicarboxylic acid OC(CN(CC(CO)O)C=1C(=NC=C(N1)C(=O)O)C(=O)O)CO